(6-((2-((2-methoxy-4-(4-methylpiperazin-1-yl)-5-(quinolin-3-yl)phenyl)amino)-7H-pyrrolo[2,3-d]pyrimidin-4-yl)amino)quinoxalin-5-yl)dimethylphosphine oxide COC1=C(C=C(C(=C1)N1CCN(CC1)C)C=1C=NC2=CC=CC=C2C1)NC=1N=C(C2=C(N1)NC=C2)NC=2C(=C1N=CC=NC1=CC2)P(C)(C)=O